[Sn].[Nb].NC1=CC=C(C=C1)S(=O)(=O)NC1=NOC(=C1)Cl 4-amino-N-(5-chloroisoxazol-3-yl)benzenesulfonamide niobium-tin